3-(1-(2-(2,6-Dioxopiperidin-3-yl)-6-methyl-1,3-dioxoisoindolin-5-yl)piperidin-4-yl)propanoic acid O=C1NC(CCC1N1C(C2=CC(=C(C=C2C1=O)N1CCC(CC1)CCC(=O)O)C)=O)=O